4,4'-bishydroxy-3,3',5,5'-tetramethylbiphenyl OC1=C(C=C(C=C1C)C1=CC(=C(C(=C1)C)O)C)C